chloro-3,4-dichlorobenzaldehyde oxime ClC1=C(C=NO)C=CC(=C1Cl)Cl